3-[6-[3-[4-(4-aminophenyl)piperazin-1-yl]-8-azaspiro[4.5]decan-8-yl]-1-oxo-isoindolin-2-yl]piperidine-2,6-dione NC1=CC=C(C=C1)N1CCN(CC1)C1CCC2(C1)CCN(CC2)C2=CC=C1CN(C(C1=C2)=O)C2C(NC(CC2)=O)=O